N-[3-[(2R)-1-[1-(6-ethoxypyrazin-2-yl)pyrazole-3-carbonyl]pyrrolidin-2-yl]phenyl]-1,1-difluoromethanesulfonamide C(C)OC1=CN=CC(=N1)N1N=C(C=C1)C(=O)N1[C@H](CCC1)C=1C=C(C=CC1)NS(=O)(=O)C(F)F